3-(4-bromo-2-oxo-benzo[cJ]indol-1-yl)piperidine-2,6-dione BrC=1C=C2C3=C(C(N(C3=CC=C2)C2C(NC(CC2)=O)=O)=O)C1